2-(2-chloro-2-oxoethyl)phenyl acetate C(C)(=O)OC1=C(C=CC=C1)CC(=O)Cl